6-bromo-2-quinazolin-amine BrC=1C=C2C=NC(=NC2=CC1)N